ClC1(N)CC(=CC(=C1)Cl)Cl 1,3,5-trichloroaniline